N-[1-(3-bromophenyl)cyclopropyl]-5-[5-(trifluoromethyl)-1,2,4-oxadiazol-3-yl]pyrimidin-2-amine BrC=1C=C(C=CC1)C1(CC1)NC1=NC=C(C=N1)C1=NOC(=N1)C(F)(F)F